(1,3-dimethyl-4,5,6,7-tetrahydroindenyl)(1-methylcyclopentadienyl)zirconium CC1C(=C(C=2CCCCC12)C)[Zr]C1(C=CC=C1)C